FCCCN1CC(C1)CC1=CC=C(C=C1)C1=C(CCCC2=C1C=CC=C2)C2=CC=C(C=C2)C(F)(F)F 9-(4-((1-(3-Fluoropropyl)azetidin-3-yl)methyl)phenyl)-8-(4-(trifluoromethyl)phenyl)-6,7-dihydro-5H-benzo[7]annulen